5-(2-furyl)-3-methyl-1,4-di-p-toluenesulfonyl-1H-pyrazole O1C(=CC=C1)C1=C(C(=NN1S(=O)(=O)C1=CC=C(C)C=C1)C)S(=O)(=O)C1=CC=C(C)C=C1